C1(CCCC1)C1=NNC=N1 3-cyclopentyl-1H-1,2,4-triazole